N-(2-formylbenzyl)-N-(2-oxo-2-((2'-oxo-1,1',2',3-tetrahydrospiro[indene-2,3'-pyrrolo[2,3-b]pyridin]-5-yl)amino)ethyl)thiazole-4-carboxamide C(=O)C1=C(CN(C(=O)C=2N=CSC2)CC(NC=2C=C3CC4(C(NC5=NC=CC=C54)=O)CC3=CC2)=O)C=CC=C1